C(C)CC(C(=O)O)(N)CCO.C(CCCCCCCCCCCCCCC)[Na] palmityl-sodium ethylhydroxyethyl-aminopropionate